7-bromocinnoline BrC1=CC=C2C=CN=NC2=C1